Cl.C(OCCNC(C(CC(C)C)N)=O)(OC1=CC=C(C=C1)C=CC1=CC(=CC(=C1)OC)OC)=O (E)-2-(2-amino-4-methylpentanamido)ethyl (4-(3,5-dimethoxystyryl)phenyl) carbonate Hydrochloride